4-chloro-2'-hydroxy-4'-methoxy-5'-(benzylpiperazin-1-yl)methyl-chalcone methyl-2-chloro-5-[3-chloro-5-(trifluoromethyl)-2-pyridyl]-benzoate COC(C1=C(C=CC(=C1)C1=NC=C(C=C1Cl)C(F)(F)F)Cl)=O.ClC1=CC=C(C=C1)\C=C\C(=O)C1=C(C=C(C(=C1)CN1C(CNCC1)CC1=CC=CC=C1)OC)O